(E)-N'-hydroxy-N-phenyl-4-(trifluoromethoxy)benzimidamide O/N=C(\C1=CC=C(C=C1)OC(F)(F)F)/NC1=CC=CC=C1